(1R,2S)-2-((3-hydroxypropoxy)methyl)cyclopropane-1-carboxylic acid tert-butyl ester C(C)(C)(C)OC(=O)[C@H]1[C@H](C1)COCCCO